FC=1C(=C(C=CC1SC(F)(F)F)N1C(C=CC2=CC(=CC=C12)S(=O)(=O)NC1=NOC=C1)=O)OC (P)-1-(3-FLUORO-2-METHOXY-4-((TRIFLUOROMETHYL)THIO)PHENYL)-N-(ISOXAZOL-3-YL)-2-OXO-1,2-DIHYDROQUINOLINE-6-SULFONAMIDE